C(C)(C)(C)C1=C(C=CC=C1)OCC1CO1 1-tert-butyl-2-(2,3-epoxypropoxy)benzene